(2-cyclopropyl-benzimidazol-1-yl)acetic acid C1(CC1)C1=NC2=C(N1CC(=O)O)C=CC=C2